C[C@@]12C(CC[C@H]1[C@@H]1CCC=3CC(CCC3[C@H]1CC2)=O)=O estra-5(10)-ene-3,17-dione